2-amino-4-(pentafluorosulfanyl)benzoic acid NC1=C(C(=O)O)C=CC(=C1)S(F)(F)(F)(F)F